5-(2,4-ditert-butoxypyrimidin-5-yl)-3-[2,2-difluoro-1-[4-(trifluoromethoxymethyl)-2-pyridyl]ethoxy]-1-methyl-pyrazolo[3,4-c]pyridazine C(C)(C)(C)OC1=NC=C(C(=N1)OC(C)(C)C)C=1C=C2C(=NN1)N(N=C2OC(C(F)F)C2=NC=CC(=C2)COC(F)(F)F)C